[6-13C]lysine N[C@@H](CCC[13CH2]N)C(=O)O